(tert-butyl)-[1,1'-biphenyl]-2-amine C(C)(C)(C)C1=C(C(=CC=C1)C1=CC=CC=C1)N